2-chloro-4-methyl-6,7-dihydro-5H-pyrrolo[3,4-b]pyridin-5-one ClC1=CC(=C2C(=N1)CNC2=O)C